1-(4-(2-(4-bromophenyl)propan-2-yl)thiazol-2-yl)-3-((2-(piperazin-1-yl)pyridin-4-yl)methyl)urea BrC1=CC=C(C=C1)C(C)(C)C=1N=C(SC1)NC(=O)NCC1=CC(=NC=C1)N1CCNCC1